benzylphenyl-(dimethylamino)phosphonium chloride [Cl-].C(C1=CC=CC=C1)[PH+](N(C)C)C1=CC=CC=C1